N-(3-(6-amino-2-fluoro-8-((6-iodo-3-oxo-2,3-dihydro-1H-inden-5-yl)methyl)-9H-purin-9-yl)propyl)-2-methylpropane-2-sulfonamide NC1=C2N=C(N(C2=NC(=N1)F)CCCNS(=O)(=O)C(C)(C)C)CC=1C=C2C(CCC2=CC1I)=O